C(C)(C)(C)N(CC(=O)N[C@@H](CC1=CC=CC=C1)C(=O)N[C@@H](CCCCN1C(C=CC1=O)=O)C(=O)O)C(=O)OC(C)(C)C tert-butyl-N-(tert-butoxycarbonyl)glycyl-L-phenylalanyl-6-(2,5-dioxo-2,5-dihydro-1H-pyrrol-1-yl)-L-norleucine